ClC=1C=C2C(=CNC2=CC1)NC(=O)NC1CCC(CC1)N1CCC(CC1)(F)F 1-(5-chloro-1H-indol-3-yl)-3-((1s,4s)-4-(4,4-difluoropiperidin-1-yl)cyclohexyl)urea